C(C)OC(CC1=NC=CC(=C1)NC(=O)[C@@H]1O[C@]([C@H]([C@H]1C1=C(C(=C(C=C1)F)F)OC)C)(C(F)(F)F)C)=O (4-((2r,3s,4s,5r)-3-(3,4-difluoro-2-methoxyphenyl)-4,5-dimethyl-5-(trifluoromethyl)tetrahydrofuran-2-carboxamido)pyridin-2-yl)acetic acid ethyl ester